1-(benzyloxy)pent-3-en-2-yl 2-(benzyloxy)-3-(1,3-dioxolan-2-yl)propanoate C(C1=CC=CC=C1)OC(C(=O)OC(COCC1=CC=CC=C1)C=CC)CC1OCCO1